N-(2-chloro-6-methylphenyl)-2-((6-(4-(4-(2-(2,6-dioxopiperidin-3-yl)-1-oxoisoindolin-4-yl)butanoyl)piperazin-1-yl)-2-methylpyrimidin-4-yl)amino)thiazole-5-carboxamide ClC1=C(C(=CC=C1)C)NC(=O)C1=CN=C(S1)NC1=NC(=NC(=C1)N1CCN(CC1)C(CCCC1=C2CN(C(C2=CC=C1)=O)C1C(NC(CC1)=O)=O)=O)C